isobutyric acid, hydrazide C(C(C)C)(=O)NN